aluminium sulphate salt S(=O)(=O)([O-])[O-].[Al+3].S(=O)(=O)([O-])[O-].S(=O)(=O)([O-])[O-].[Al+3]